O=C1NC2=CC(=CC=C2C=C1)OCCN1CCCCC1 2-[(2-oxo-1,2-dihydroquinolin-7-yl)oxy]ethylpiperidine